thiomorpholinium [NH2+]1CCSCC1